(6,7-dichloro-1-methyl-1,3,4,5-tetrahydro-2H-pyrido[4,3-b]indol-2-yl)(4-methoxy-5-(methylamino)pyrimidin-2-yl)methanone ClC1=C(C=CC=2C3=C(NC12)CCN(C3C)C(=O)C3=NC=C(C(=N3)OC)NC)Cl